FC1=C(C(=CC=2N(C=NC21)C)F)C#C[Si](C)(C)C 4,6-difluoro-1-methyl-5-[2-(trimethylsilyl)ethynyl]-1,3-benzodiazole